FC=1C=CC2=C(CCO2)C1CNC1=NC=C(C=2N1C=NC2I)C=2C(=NC(=CC2)C)CO (3-(5-(((5-fluoro-2,3-dihydrobenzofuran-4-yl)methyl)amino)-1-iodoimidazo[1,5-c]pyrimidin-8-yl)-6-methylpyridin-2-yl)methanol